C(C(C(=O)[O-])[S-])C(=O)[O-].[Na+].[Na+].[Au+] The molecule is an organic sodium salt which is the disodium salt of gold thiomalic acid, with a basic unit comprising two sodium cations and a divalent aurothiomalate anion. It contains an aurothiomalate(2-).